hydrogensulfuric acid S(O)(O)(=O)=O